BrC=1C=C(C=C2CN(C(C12)=O)C1C(NC(CC1)=O)=O)F 3-(7-bromo-5-fluoro-1-oxoisoindolin-2-yl)piperidine-2,6-dione